2-(6-aminopyridin-3-yl)-9-ethyl-N-((2'-methyl-[2,4'-bipyridin]-5-yl)methyl)-9H-purin-6-amine NC1=CC=C(C=N1)C1=NC(=C2N=CN(C2=N1)CC)NCC=1C=CC(=NC1)C1=CC(=NC=C1)C